2-(3-cyclopropyl-1H-pyrazol-1-yl)-N-(4,4-difluorocyclohexyl)pyrimidin-4-amine C1(CC1)C1=NN(C=C1)C1=NC=CC(=N1)NC1CCC(CC1)(F)F